ethyl 2-(2-cyclopropyl-7-methyl-4-oxo-furo[2,3-d]pyridazin-5-yl)acetate C1(CC1)C1=CC2=C(C(=NN(C2=O)CC(=O)OCC)C)O1